S1C2=C(C=C1)C(=CC=C2)N2CCN(CC2)CCCCOC2=CC=C1C(CC(N(C1=C2)COC(C(C)(C)C)=O)=O)(C)C 2,2-Dimethylpropionic acid 7-[4-(4-benzo[b]thiophen-4-ylpiperazin-1-yl)butoxy]-4,4-dimethyl-2-oxo-3,4-dihydro-2H-quinolin-1-ylmethyl ester